NC=1C(=NC=C(N1)N1CCC(CC1)(C)CN)SC=1C(=C(C(=O)NS(=O)(=O)C2=NC=CC=C2)C=CC1)Cl 3-((3-Amino-5-(4-(aminomethyl)-4-methylpiperidin-1-yl)pyrazin-2-yl)thio)-2-chloro-N-(pyridin-2-ylsulfonyl)benzamide